[(3R,4S)-3-amino-4-fluoropiperidin-1-yl][(1S,2S)-2-(2',6'-difluoro[1,1'-biphenyl]-2-yl)cyclopropyl]methanone trifluoroacetate FC(C(=O)O)(F)F.N[C@@H]1CN(CC[C@@H]1F)C(=O)[C@@H]1[C@H](C1)C1=C(C=CC=C1)C1=C(C=CC=C1F)F